ClC=1N=C(C2=C(N1)SC(=C2)C)NCCCC2=CC=C(C=C2)C=2C=NC(=CC2)C(F)(F)F 2-chloro-6-methyl-N-(3-(4-(6-(trifluoromethyl)pyridin-3-yl)phenyl)propyl)thieno[2,3-d]pyrimidin-4-amine